ClC=1C(=NC=CC1SC1=NC=C(N=C1)N1CCC2(CC1)CC=1C(=NC=CC1)[C@H]2N[S@](=O)C(C)(C)C)NC(=O)NS(=O)(=O)C2=CC=CC=C2 N-((3-chloro-4-((5-((S)-7-((R)-1,1-dimethylethylsulfinamido)-5,7-dihydrospiro[cyclopenta[b]pyridine-6,4'-piperidin]-1'-yl)pyrazin-2-yl)thio)pyridin-2-yl)carbamoyl)benzenesulfonamide